2-(1-fluoroethyl)(5,7-2H2)-1-benzofuran FC(C)C=1OC2=C(C1)C=C(C=C2[2H])[2H]